azulenyl-nickel C1(=CC=C2C=CC=CC=C12)[Ni]